5-(2-(4-(trifluoromethyl)phenoxy)ethyl)-1H-indol-3-amine TFA salt OC(=O)C(F)(F)F.FC(C1=CC=C(OCCC=2C=C3C(=CNC3=CC2)N)C=C1)(F)F